N-((1,6-dimethyl-1H-benzimidazol-7-yl)-methyl)-5-fluoro-6-methoxynicotinamide CN1C=NC2=C1C(=C(C=C2)C)CNC(C2=CN=C(C(=C2)F)OC)=O